CC1=CC=C2C(=N1)N=C(O2)N2CCN(CC2)C(=O)C2=CC=C(C=C2)N2CC(C2)OC2=CC=CC=C2 [4-(5-Methyloxazolo[4,5-b]pyridin-2-yl)piperazin-1-yl]-[4-(3-phenoxyazetidin-1-yl)phenyl]methanon